copper-chromium-zinc-barium hydroxy phosphate P(=O)(OO)([O-])[O-].[Ba+2].[Zn+2].[Cr+3].[Cu+2]